IC=1C=C(C=CC1)C=1SC=2N=CN=C(C2N1)N 2-(3-iodophenyl)thiazolo[5,4-d]pyrimidin-7-amine